4-(methylamino)-1-(3-(2-phenoxyethyl)phenyl)-7-(trifluoromethyl)-quinazolin-2(1H)-one CNC1=NC(N(C2=CC(=CC=C12)C(F)(F)F)C1=CC(=CC=C1)CCOC1=CC=CC=C1)=O